2-(PYRROLIDIN-1-YL)-6-CHLOROPYRIMIDINE-4-BORONIC ACID N1(CCCC1)C1=NC(=CC(=N1)B(O)O)Cl